(3-aminotetrahydrofuran-3-yl)methanol NC1(COCC1)CO